BrC1=C2C=C(NC2=C(C=C1F)C(=O)N1[C@H](CN(CC1)C(=O)[O-])CCO)C (S)-4-(4-bromo-5-fluoro-2-methyl-1H-indole-7-carbonyl)-3-(2-hydroxyethyl)piperazine-1-carboxylate